(E)-N-benzyloxycarbonyl-L-alanine C(C1=CC=CC=C1)OC(=O)N[C@@H](C)C(=O)O